C(C)(CCCCCCCC)C1=CC=C(C(C)O)C=C1 p-sec-decyl-α-methyl-benzyl alcohol